C(C)(=O)N1CC(C1)COC1=CC=C(C=N1)N1C(N(C2=C1C=CC=C2)CC2CCC(CC2)NC(C2=C(N=CC(=C2)Cl)C)=O)=O N-((1r,4r)-4-((3-(6-((1-acetyl-azetidin-3-yl)methoxy)pyridin-3-yl)-2-oxo-2,3-dihydro-1H-benzo[d]imidazol-1-yl)methyl)cyclohexyl)-5-chloro-2-methylnicotinamide